heptadecane-2,4-diol CC(CC(CCCCCCCCCCCCC)O)O